CC1(OB(OC1(C)C)C1=CC2(CNC2)C1)C 6-(4,4,5,5-Tetramethyl-1,3,2-dioxaborolan-2-yl)-2-azaspiro[3.3]hept-5-ene